(S)-1-(1-(5-fluoro-3-methylbenzofuran-2-yl)-2-methylpropyl)-3-(3-(methylsulfanyl)phenyl)urea FC=1C=CC2=C(C(=C(O2)[C@H](C(C)C)NC(=O)NC2=CC(=CC=C2)SC)C)C1